C(C)N1C=C(C(C(=C1)OC)C1=C(C=CC=C1)[N+](=O)[O-])OC 1-ethyl-3,5-dimethoxy-4-(2-nitrophenyl)-1,4-dihydropyridine